C(C)(C)(C)OC(=O)N1CCCC2=CC=CC=C12 3,4-dihydro-2H-quinoline-1-carboxylic acid tert-butyl ester